(E)-4-(3-(4-chlorophenyl)-5-(quinoxalin-6-yl)-4,5-dihydro-1H-pyrazol-1-yl)-4-oxobut-2-enoic acid ClC1=CC=C(C=C1)C1=NN(C(C1)C=1C=C2N=CC=NC2=CC1)C(/C=C/C(=O)O)=O